BrC1=CC2=C(C(=N1)NC=1C(=C(C(=C(C(=O)O)C1)C)F)F)N(C=N2)C(C)C 5-((6-bromo-3-isopropyl-3H-imidazolo[4,5-c]pyridin-4-yl)amino)-3,4-difluoro-2-methylbenzoic acid